2-chloro-N-(6-methoxy-5-((E)-2-(2-(((1r,4r)-4-(methylamino)cyclohexyl)amino)pyrimidin-5-yl)vinyl)pyridin-2-yl)benzenesulfonamide ClC1=C(C=CC=C1)S(=O)(=O)NC1=NC(=C(C=C1)\C=C\C=1C=NC(=NC1)NC1CCC(CC1)NC)OC